6-(2,6-dichlorophenyl)-2-((2-chloro-4-((3s,5r)-3,4,5-trimethylpiperazin-1-yl)phenyl)amino)-8,9-dihydroimidazo[1,2-a]pyrimido[5,4-e]pyrimidin-5(6H)-one ClC1=C(C(=CC=C1)Cl)N1C=2N(C3=C(C1=O)C=NC(=N3)NC3=C(C=C(C=C3)N3C[C@@H](N([C@@H](C3)C)C)C)Cl)CCN2